C(C1=CC=CC=C1)N1C2C(C2C=CC1=O)(C(=O)OC)C1=CC=C(C=C1)Br methyl 2-benzyl-7-(4-bromophenyl)-3-oxo-2-azabicyclo[4.1.0]hept-4-ene-7-carboxylate